ClC=1C(N(C(=CC1OC([2H])([2H])C1=NC=C(C=C1F)F)C)C1=CC(=NC=C1C)N1N=C(C=C1)C(C)(C)N1C(CCC1)=C=O)=O 3-chloro-4-((3,5-difluoropyridin-2-yl)methoxy-d2)-5',6-Dimethyl-2'-(3-(2-(2-carbonylpyrrolidin-1-yl)propan-2-yl)-1H-pyrazol-1-yl)-2H-[1,4'-bipyridyl]-2-one